3-(5-(3'-chloro-5-fluoro-2-hydroxy-4'-(3-methyl-2-oxo-2,3-dihydro-1H-imidazol-1-yl)-[1,1'-biphenyl]-3-yl)pyridin-3-yl)-3,8-diazabicyclo[3.2.1]octane-8-carboxylic acid tert-butyl ester C(C)(C)(C)OC(=O)N1C2CN(CC1CC2)C=2C=NC=C(C2)C=2C(=C(C=C(C2)F)C2=CC(=C(C=C2)N2C(N(C=C2)C)=O)Cl)O